cetylparaben C(CCCCCCCCCCCCCCC)OC(=O)C1=CC=C(O)C=C1